C(C)NS(=O)(=O)C1=C(C=CC(=C1)NC1(CNC1)C)C1=CN=C(S1)[C@@H]1CC[C@H](CC1)NC(OC(C)C)=O isopropyl trans-N-[4-[5-[2-(ethylsulfamoyl)-4-[(3-methylazetidin-3-yl)amino]phenyl]thiazol-2-yl]cyclohexyl]carbamate